FC1=NC=CC2=C1C1CCC(C2F)N1C(=O)[O-] 1,5-difluoro-6,7,8,9-tetrahydro-5H-6,9-epiminocyclohepta[c]pyridine-10-carboxylate